CC1=C(CC2OC(C3=CC(=CC=C23)C=2CCN(CC2)C(=O)OC(C)(C)C)=O)C=CC(=C1)C tert-butyl 4-(1-(2,4-dimethylbenzyl)-3-oxo-1,3-dihydroisobenzofuran-5-yl)-3,6-dihydropyridine-1(2H)-carboxylate